6-chloro-N-(oxetan-3-yl)nicotinamide ClC1=NC=C(C(=O)NC2COC2)C=C1